C(C)(=O)N(C(=O)C1CCNCC1)CCOC N-acetyl-N-(2-methoxyethyl)piperidine-4-carboxamide